N-((2S)-bicyclo[2.2.1]hept-5-en-2-yl)-3-methoxybenzamide C12[C@H](CC(C=C1)C2)NC(C2=CC(=CC=C2)OC)=O